(R)-3-(6-(7-ethyl-5H-pyrrolo[2,3-b]pyrazin-2-yl)-2-(2-hydroxy-2-methylpropanoyl)-1,2,3,4-tetrahydroisoquinolin-8-yl)morpholine-4-carboxylic acid tert-butyl ester C(C)(C)(C)OC(=O)N1[C@@H](COCC1)C=1C=C(C=C2CCN(CC12)C(C(C)(C)O)=O)C=1N=C2C(=NC1)NC=C2CC